(2E)-3-[4-(5-{cyclopropyl[(1S,2R,3R,5R)-2-fluoro-1,5-dimethyl-8-azabicyclo[3.2.1]octan-3-yl]amino}pyrazin-2-yl)-3-hydroxyphenyl]-N-methylprop-2-enamide C1(CC1)N(C=1N=CC(=NC1)C1=C(C=C(C=C1)/C=C/C(=O)NC)O)[C@H]1[C@H]([C@@]2(CC[C@](C1)(N2)C)C)F